N-[3-(7-{[(3S,4R)-3-fluoro-1-methylpiperidin-4-yl]amino}-3-(2,2,2-trifluoroethyl)pyrazolo[1,5-a]pyridin-2-yl)prop-2-yn-1-yl]-1-methyl-1H-imidazole-4-carboxamide F[C@H]1CN(CC[C@H]1NC1=CC=CC=2N1N=C(C2CC(F)(F)F)C#CCNC(=O)C=2N=CN(C2)C)C